FC(C(=O)O)(F)F.C(#N)CC(N1N=CC(=C1)C=1C2=C(N=CN1)NC=C2)C2=CC(=CO2)C#N 5-{2-cyano-1-[4-(7H-pyrrolo[2,3-d]pyrimidin-4-yl)-1H-pyrazol-1-yl]-ethyl}-3-furonitrile trifluoroacetate